N-(1-((1r,4r)-4-((1r,5S)-3-oxa-8-azabicyclo[3.2.1]oct-8-yl)cyclohexyl)-3-(3-ethoxypropoxy)-1H-pyrazol-4-yl)pyrimidin-2-amine [C@H]12COC[C@H](CC1)N2C2CCC(CC2)N2N=C(C(=C2)NC2=NC=CC=N2)OCCCOCC